CN(CCCCNCC1=CC=C(C=C1)C1=C2C(=NC(=C1)C1=CC=C(C=C1)CNCCCCN(C)C)NC=C2)C 4,6-Bis{4-[(4-dimethylaminobutyl)aminomethyl]phenyl}-1H-pyrrolo[2,3-b]pyridine